methyl 2-(3-((tert-butoxycarbonyl)(methyl)amino)azetidin-1-yl)-3-oxopentanoate C(C)(C)(C)OC(=O)N(C1CN(C1)C(C(=O)OC)C(CC)=O)C